C1(CCCCC1)CO[C@@H]([C@@H](C(N1CCCCC1)=O)NC(=O)[C@@H]1CNCC12CN(C2)C(=O)[C@@H]2C(C2)(C)C)C (S)-N-((2S,3R)-3-(cyclohexylmethoxy)-1-oxo-1-(piperidin-1-yl)butan-2-yl)-2-((S)-2,2-dimethylcyclopropanecarbonyl)-2,6-diazaspiro[3.4]octane-8-carboxamide